5-(4-chlorophenyl)-3-(3-methyl-1H-indazol-5-yl)-6,8-dihydro-5H-[1,2,4]triazolo[3,4-c][1,4]oxazine ClC1=CC=C(C=C1)C1N2C(COC1)=NN=C2C=2C=C1C(=NNC1=CC2)C